(R)-5-(2-(2,5-difluorophenyl)pyrrolidin-1-yl)-N-(2-sulfamoylethyl)pyrazolo[1,5-a]pyrimidine-3-carboxamide FC1=C(C=C(C=C1)F)[C@@H]1N(CCC1)C1=NC=2N(C=C1)N=CC2C(=O)NCCS(N)(=O)=O